NC=1C(=NSC1C(=O)N1CCC(CC1)C=1C=CN=C2NC=NC12)C (4-amino-3-methyl-5-isothiazolyl)[4-(3H-1,3,4-triazainden-7-yl)-1-piperidyl]methanone